ethyl galacturonate O=C[C@H](O)[C@@H](O)[C@@H](O)[C@H](O)C(=O)OCC